BrC=1C=NN(C1OCC1=C(C#N)C=CC=C1Cl)C 2-(((4-bromo-1-methyl-1H-pyrazol-5-yl)oxy)methyl)-3-chlorobenzonitrile